FC=1C(=CC(=NC1)C1=C(C=C2C(NC(NC2=C1I)=O)=O)C(F)(F)F)C 7-(5-fluoro-4-methylpyridin-2-yl)-8-iodo-6-(trifluoromethyl)quinazoline-2,4(1H,3H)-dione